ClC1=CC=C2C(=CNC2=C1C)\C=C\1/NC(N(C1=O)CC1=CC=C(C#N)C=C1)=O (Z)-4-((4-((6-chloro-7-methyl-1H-indol-3-yl)methylene)-2,5-dioxoimidazolidin-1-yl)methyl)benzonitrile